N,N-Diethylhydroxylamin tert-butyl-(E)-3-(4-(4-(3-(4-bromophenyl)acryloyl)piperazine-1-carbonyl)phenoxy)azetidine-1-carboxylate C(C)(C)(C)OC(=O)N1CC(C1)OC1=CC=C(C=C1)C(=O)N1CCN(CC1)C(\C=C\C1=CC=C(C=C1)Br)=O.C(C)N(O)CC